(1R,5S,6s)-N-[6-(2-chloro-5-fluoro-phenyl)pyridazin-3-yl]-3-(3,3-dimethylbutyl)-3-azabicyclo[3.1.0]hexan-6-amine ClC1=C(C=C(C=C1)F)C1=CC=C(N=N1)NC1[C@@H]2CN(C[C@H]12)CCC(C)(C)C